6-methoxypyrimidine-5-carbaldehyde COC1=C(C=NC=N1)C=O